N1(CCNCC1)CC1CC(C1)OC1CCN(CC1)C(=O)OC(C)(C)C tert-butyl 4-[3-(piperazin-1-ylmethyl)cyclobutoxy]piperidine-1-carboxylate